2-(dimethylamino)-5-isobutyrylamino-N-(1-(naphthalen-1-yl)ethyl)benzamide CN(C1=C(C(=O)NC(C)C2=CC=CC3=CC=CC=C23)C=C(C=C1)NC(C(C)C)=O)C